tert-Butyl (4-(3-((3S)-3-((1-amino-1-oxopropan-2-yl)(methyl)amino)pyrrolidin-1-yl)-5-fluoro-7,9-dihydrofuro[3,4-f]quinazolin-6-yl)-3-cyano-7-fluorothieno[3,2-c]pyridin-2-yl)carbamate NC(C(C)N([C@@H]1CN(CC1)C1=NC=2C(=C(C3=C(C2C=N1)COC3)C3=NC=C(C1=C3C(=C(S1)NC(OC(C)(C)C)=O)C#N)F)F)C)=O